C[C@H]1N(C[C@@H](N(C1)C(CN1N=CC(=C1)C1=NC(=NC(=C1)C(F)(F)F)N1[C@H](CC1)C)=O)C)C(=O)OC(C)(C)C tert-butyl (2R,5S)-2,5-dimethyl-4-[2-[4-[2-[(2S)-2-methylazetidin-1-yl]-6-(trifluoromethyl)pyrimidin-4-yl]pyrazol-1-yl]acetyl]piperazine-1-carboxylate